N[C@@](C(=O)O)(CO)C (R)-2-amino-3-hydroxy-2-methylpropionic acid